ClC1=NN2C(N=CC3=C2C(CC3C(=O)NC=3C=NC(=C(C3)Cl)N3N=CC(=N3)C(C)(C)O)(C)C)=C1 chloro-N-(5-chloro-6-(4-(2-hydroxypropan-2-yl)-2H-1,2,3-triazol-2-yl)pyridin-3-yl)-8,8-dimethyl-7,8-dihydro-6H-cyclopenta[e]pyrazolo[1,5-a]pyrimidine-6-carboxamide